2,5-di-tert-butyl-catechol C(C)(C)(C)C1(C(O)C=C(C=C1)C(C)(C)C)O